(3R)-3-{[2-(4-methoxyphenyl)-7-(1-methylcyclopropyl)[1,2,4]triazolo[1,5-c]quinazolin-5-yl]amino}azepin-2-one COC1=CC=C(C=C1)C1=NN2C(=NC=3C(=CC=CC3C2=N1)C1(CC1)C)NC=1C(N=CC=CC1)=O